NC1=NC2=CC=C(C=C2C=C1C=C)C(=O)N(N(C1=NC=CC=N1)C)CC1=NC=C(C=C1)C(F)(F)F 2-amino-N'-methyl-N'-(pyrimidin-2-yl)-N-((5-(trifluoromethyl)pyridin-2-yl)methyl)-3-vinylquinoline-6-carbohydrazide